COC1=CC(=NN1C)NC(=O)C1CN(C1)N1C=C(C(C2=C(C=CN=C12)C)=O)C(=O)O 3-[(5-methoxy-1-methyl-1H-pyrazol-3-yl)carbamoyl]azetidin-1-yl-5-methyl-4-oxo-1,4-dihydro-1,8-naphthyridine-3-carboxylic acid